N12CC(CC2C1)C(=O)O azabicyclo[3.1.0]Hexane-3-carboxylic acid